N-(2-(tert-Butyl)-4-(tert-butyldimethylsilyl)-5-hydroxyphenyl)-4-oxo-1,4-dihydroquinoline-3-carboxamide C(C)(C)(C)C1=C(C=C(C(=C1)[Si](C)(C)C(C)(C)C)O)NC(=O)C1=CNC2=CC=CC=C2C1=O